C(=O)=[SiH2] carbonyl-silane